tert-butyl (4-hydroxybutyl)(4-phenylbutyl)carbamate OCCCCN(C(OC(C)(C)C)=O)CCCCC1=CC=CC=C1